OC=1C(C(=CN2C[C@H]3O[C@@H]4CCC(N3C(C21)=O)C4)C(=O)N[C@H](C)C4=C(C=C(C=C4F)F)F)=O (2R,13aR)-8-hydroxy-7,9-dioxo-N-((R)-1-(2,4,6-trifluorophenyl)ethyl)-2,3,4,5,7,9,13,13a-octahydro-2,5-methanopyrido[1',2':4,5]pyrazino[2,1-b][1,3]oxazepine-10-carboxamide